CC1CCN(CC1)C=1C=2N(C=NC1C=1C=NNC1)N=C(N2)NC2CCN(CC2)S(=O)(=O)C 8-(4-methylpiperidin-1-yl)-N-(1-(methylsulfonyl)piperidin-4-yl)-7-(1H-pyrazol-4-yl)-[1,2,4]triazolo[1,5-c]pyrimidin-2-amine